diaminotitanium N[Ti]N